COCCOCCOCCOCCOS(=O)(=O)C1=CC=C(C=C1)C 4-Methylbenzenesulfonic acid 2,5,8,11-tetraoxatridecan-13-yl ester